N(=[N+]=[N-])C=1C(=CC(=C(C1)NC=1NC(CC1)C)Cl)I 2-(5-azido-2-chloro-4-iodo-phenyl-amino)-5-methyl-pyrrolin